hydroxyacridine OC1=CC=CC2=NC3=CC=CC=C3C=C12